ClC=1C(=C(C=CC1F)[C@H](NC(=O)[C@H]1NC(NC1)=O)C1CC2(C1)CC(C2)(F)F)F (S)-N-((R)-(3-chloro-2,4-difluorophenyl)(6,6-difluorospiro[3.3]heptan-2-yl)methyl)-2-oxoimidazolidine-4-carboxamide